4-trifluoromethyl-1H-pyrazole FC(C=1C=NNC1)(F)F